phenyl-p-benzoquinone C1=CC=C(C=C1)C2=CC(=O)C=CC2=O